2-(3,4-dichlorophenyl)-1-((5R,8S)-1-fluoro-6,7,8,9-tetrahydro-5H-5,8-epiminocyclohepta[c]pyridin-10-yl)-2-hydroxyethan-1-one ClC=1C=C(C=CC1Cl)C(C(=O)N1[C@@H]2CC[C@H]1CC=1C(=NC=CC12)F)O